dimethylbenzenesulfonylaniline CC1=C(N(S(=O)(=O)C2=CC=CC=C2)C)C=CC=C1